CC(C(C(=O)O)(O)C)(O)C(=O)O Dimethyl-tartaric acid